(E)-N-(4-((3-chloro-4-fluorophenyl)amino)-7-methoxyquinazolin-6-yl)-4-(4-((6-(2-(2,6-dioxopiperidin-3-yl)-1-oxoisoindolin-4-yl)hex-5-yn-1-yl)amino)piperidin-1-yl)but-2-enamide ClC=1C=C(C=CC1F)NC1=NC=NC2=CC(=C(C=C12)NC(\C=C\CN1CCC(CC1)NCCCCC#CC1=C2CN(C(C2=CC=C1)=O)C1C(NC(CC1)=O)=O)=O)OC